C(N)(O[C@H](C(=O)N[C@@H](CC1=CC=C(C=C1)[N+](=O)[O-])C=1N=C(SC1)C=1SC=CC1)CC1=CC=CC=C1)=O ((S)-1-(((S)-2-(4-nitrophenyl)-1-(2-(thiophen-2-yl) thiazol-4-yl) ethyl) amino)-1-oxo-3-phenylpropan-2-yl) carbamate